4-((1-(2-Chlorophenyl)-2,2,2-trifluoroethyl)amino)-2,5-difluoro-N-((R,E)-4-(methylsulfonyl)but-3-en-2-yl)benzamide ClC1=C(C=CC=C1)C(C(F)(F)F)NC1=CC(=C(C(=O)N[C@H](C)\C=C\S(=O)(=O)C)C=C1F)F